ClC=1C(=NC(=NC1)NC=1C(=NN(C1)C)OC)C1=CNC2=C(C=CC=C12)[N+](=O)[O-] 5-chloro-N-(3-methoxy-1-methyl-1H-pyrazol-4-yl)-4-(7-nitro-1H-indol-3-yl)pyrimidin-2-amine